1-(2-(4-cyclopropyl-6-methoxypyrimidin-5-yl)-6,7-dihydro-5H-cyclopenta[d]pyrimidin-4-yl)-1-(4-(1-methyl-4-(trifluoromethyl)-1H-imidazol-2-yl)benzyl)urea C1(CC1)C1=NC=NC(=C1C=1N=C(C2=C(N1)CCC2)N(C(=O)N)CC2=CC=C(C=C2)C=2N(C=C(N2)C(F)(F)F)C)OC